bis-succinimide propionate C(CC)(=O)O.C1(CCC(N1)=O)=O.C1(CCC(N1)=O)=O